4-[(2R)-3-(3,4-dihydro-1H-isoquinolin-2-yl)-2-hydroxy-propyl]-8-(4-pyridyl)-2,3-dihydro-1,4-benzoxazepin-5-one C1N(CCC2=CC=CC=C12)C[C@H](CN1CCOC2=C(C1=O)C=CC(=C2)C2=CC=NC=C2)O